C1N(CC2=CC=CC=C12)C(=O)OC(C)(C)C Tert-butyl isoindoline-2-carboxylate